C1(CCCCC1)N1C(C(=CC2=C1N=C(N=C2)SC)C#N)=O 8-cyclohexyl-2-(methylthio)-7-oxo-7,8-dihydropyrido[2,3-d]pyrimidine-6-carbonitrile